COC=1C=C(C(=O)NC)C=CC1NCC#CC=1N(C2=CC=CC(=C2C1)NC1CCC(CC1)N1CC2C(C1)COC2)CC(F)(F)F 3-methoxy-N-methyl-4-{[3-(4-{[(1R,4R)-4-{hexahydro-1H-furo[3,4-c]pyrrol-5-yl}cyclohexyl]amino}-1-(2,2,2-trifluoroethyl)-1H-indol-2-yl)prop-2-yn-1-yl]amino}benzamide